CC1=C(C(=CC(=C1)N1CCC(CC1)C(F)(F)F)C)NC=1C=CC2=C(OCC(N2C)=O)C1 7-((2,6-dimethyl-4-(4-(trifluoromethyl)piperidin-1-yl)phenyl)amino)-4-methyl-2H-benzo[b][1,4]oxazin-3(4H)-one